C(C)(C)(C)C=1N=CC=2N(C1)C(=CN2)C2=CC=CC(=N2)N[C@H]2CN(C[C@@H]2F)C(=O)OC(C)(C)C tert-butyl (3S,4S)-3-((6-(6-(tert-butyl) imidazo[1,2-a]pyrazin-3-yl) pyridin-2-yl) amino)-4-fluoropyrrolidine-1-carboxylate